2-chloro-N-phenylthieno[2,3-d]pyrimidin-4-amine ClC=1N=C(C2=C(N1)SC=C2)NC2=CC=CC=C2